ClC=1C(=NC=CC1)N1N=C(C=C1)CN1N=C(N=N1)C(F)(F)F 1-(3-chloropyridin-2-yl)-3-[(5-(trifluoromethyl)-2H-tetrazol-2-yl)methyl]-1H-pyrazol